COC(CCCCCCN(C)C[C@@]1(C(C1)(F)F)CO)=O.N1=CC=C(C=C1)C=1C2=CC=CC=C2C(=C2C=CC=CC12)C1=CC=NC=C1 9,10-di(4-pyridyl)anthracene methyl-(R)-7-(((2,2-difluoro-1-(hydroxymethyl)cyclopropyl)methyl)(methyl)amino)heptanoate